bis(3-hydroxypropyl)dihydroxysilane OCCC[Si](O)(O)CCCO